O1C(CCCC1)N1N=CC(=C1)C1=CC=C(C=C1)C=1CC=NCC1 4-(4-(1-(tetrahydro-2H-pyran-2-yl)-1H-pyrazol-4-yl)phenyl)-3,6-dihydropyridine